The molecule is an aldehyde consisting of phenylacetaldehyde having three hydroxy substituents located at the alpha-, 3- and 4-positions It has a role as a metabolite, a neurotoxin and a mouse metabolite. It is a member of catechols and an aldehyde. C1=CC(=C(C=C1C(C=O)O)O)O